2-fluoro-4-[3-(3-trifluoromethylphenyl)ureido]phenylcarbamic acid t-butyl ester C(C)(C)(C)OC(NC1=C(C=C(C=C1)NC(=O)NC1=CC(=CC=C1)C(F)(F)F)F)=O